C\C=C/CCCC cis-2-heptene